(3,5-dimethyl-morpholin-4-yl)-methanon CC1N(C(COC1)C)C=O